6-cyclopropyl-8-(3-methyl-2,4-dioxoimidazolidin-1-yl)imidazo[1,2-a]pyridine-2-carbaldehyde C1(CC1)C=1C=C(C=2N(C1)C=C(N2)C=O)N2C(N(C(C2)=O)C)=O